(S)-quinuclidin-3-yl (7-fluoro-6-(4-isopropoxyphenyl)-2,2-dimethyl-1,2,3,4-tetrahydronaphthalen-1-yl)carbamate FC1=C(C=C2CCC(C(C2=C1)NC(O[C@@H]1CN2CCC1CC2)=O)(C)C)C2=CC=C(C=C2)OC(C)C